1-(3-Amino-4,5-dimethoxyphenyl)ethanone NC=1C=C(C=C(C1OC)OC)C(C)=O